4-(aminomethyl)chroman-3-ol NCC1C(COC2=CC=CC=C12)O